C(C)(=O)N(C=1SC(=C(N1)C(=O)NC1CCC12CCCC2)OC)C2=CC(=NC(=C2)F)F 2-[acetyl-(2,6-difluoro-4-pyridinyl)amino]-5-methoxy-N-spiro[3.4]octan-3-yl-thiazole-4-carboxamide